tert-butyl 6-(8-(benzo[d]thiazol-2-ylcarbamoyl)-3,4-dihydroisoquinolin-2(1H)-yl)-3-(3-(2-(1-(2,2-diethoxyethyl)piperidin-4-yl)ethoxy)-2-methylphenyl)picolinate S1C(=NC2=C1C=CC=C2)NC(=O)C=2C=CC=C1CCN(CC21)C2=CC=C(C(=N2)C(=O)OC(C)(C)C)C2=C(C(=CC=C2)OCCC2CCN(CC2)CC(OCC)OCC)C